tert-butyl {2-[1-(difluoromethyl)-3,5-dimethyl-1H-pyrazol-4-yl]-3-formylpyridin-4-yl}carbamate FC(N1N=C(C(=C1C)C1=NC=CC(=C1C=O)NC(OC(C)(C)C)=O)C)F